7-{[(1S)-1-{4-[4-(4-acryloylpiperazin-1-yl)tetrahydro-2H-pyran-4-yl]phenyl}ethyl]amino}-1-(propan-2-yl)-1,6-naphthyridin-2(1H)-on C(C=C)(=O)N1CCN(CC1)C1(CCOCC1)C1=CC=C(C=C1)[C@H](C)NC1=NC=C2C=CC(N(C2=C1)C(C)C)=O